FC1=CC=C(C=C1)S(=O)(=O)C(C(=N)N)O 2-(4-fluorobenzenesulfonyl)hydroxyacetamidine